4-methoxy-2,3-difluorophenylboronic acid COC1=C(C(=C(C=C1)B(O)O)F)F